C(CC)C=1N=NNC1 propyl-triazole